CCC(CC)C1=C(C(=CC=C1)C(CC)CC)N1C(N(C=C1)C1=C(C=CC=C1C(CC)CC)C(CC)CC)=[Pd-3](Cl)(Cl)C1=NC=CC=C1Cl [1,3-bis(2,6-di-3-pentylphenyl)imidazol-2-ylidene](3-Chloropyridyl)dichloropalladium (II)